1-(4-(3-(1H-imidazole-1-yl)propyl)thiazole-2-yl)-3-(naphthalene-2-yl)urea N1(C=NC=C1)CCCC=1N=C(SC1)NC(=O)NC1=CC2=CC=CC=C2C=C1